The molecule is a precorrin carboxylic acid anion that is a heptaanionic form of precorrin-5. Major microspecies at pH 7.3 (according to Marvin v 6.2.0.). It is a conjugate base of a precorrin-5. It is a conjugate acid of a precorrin-5(8-). CC(=O)C12C3=C([C@@](C(=N3)CC4=N[C@@](CC5=C([C@](C(=[NH+]5)/C=C(\\N1)/[C@H]([C@]2(C)CC(=O)[O-])CCC(=O)[O-])(C)CC(=O)[O-])CCC(=O)[O-])(C(=C4CCC(=O)[O-])CC(=O)[O-])C)(C)CCC(=O)[O-])CC(=O)[O-]